3-chloro-4-(2-(methylthio)pyrimidin-4-yl)pyridazine ClC=1N=NC=CC1C1=NC(=NC=C1)SC